C(C)OC(=O)C=1SC(=C(C1)N)NC(=O)OC(C)(C)C 4-amino-5-((tert-butoxycarbonyl)amino)thiophene-2-carboxylic acid ethyl ester